ClC=1C(=NC(=NC1)N[C@H]1[C@@H](COCC1)O)C1=CN=C(N1C)C1CCOCC1 (3S,4R)-4-((5-chloro-4-(1-methyl-2-(tetrahydro-2H-pyran-4-yl)-1H-imidazol-5-yl)pyrimidin-2-yl)amino)tetrahydro-2H-pyran-3-ol